OC1=C2C(C(=C(OC2=CC(=C1)OC)C1=CC(=C(C=C1)OC)OC)OC)=O 5-Hydroxy-3,7,3',4'-tetramethoxyflavone